C(C)(SCC=1C=NC(=CC1)CO[Si](C)(C)C(C)(C)C)=O S-((6-(((tert-butyldimethylsilyl)oxy)methyl)pyridin-3-yl)methyl) ethanethioate